[Cl-].[Cl-].C(C)(C)[Zr+2](C1=CC=CC=2C3=CC=CC=C3CC12)C1C=CC=C1 isopropyl(cyclopentadienyl)(fluorenyl)zirconium dichloride